Dimethyl-Dioctadecyl-Ammonium Chloride [Cl-].C[N+](CCCCCCCCCCCCCCCCCC)(CCCCCCCCCCCCCCCCCC)C